C1C=2C3=C(C=NC2CNC1)OC[C@@H]1N3CCN(C1)C(=O)OC(C)(C)C tert-butyl (R)-1,2,3,4,8a,9,11,12-octahydropyrazino[1',2':4,5][1,4]oxazino[2,3-c][1,7]naphthyridin-10(8H)-carboxylate